{6-[(3S)-3-amino-1,3-dihydrospiro[indene-2,4'-piperidine]-1'-yl]-3-(5-methanesulfonyl-1,2,3,4-tetrahydroquinolin-1-yl)-1H-pyrazolo[3,4-b]Pyrazin-5-yl}methanol N[C@@H]1C2=CC=CC=C2CC12CCN(CC2)C2=C(N=C1C(=N2)NN=C1N1CCCC2=C(C=CC=C12)S(=O)(=O)C)CO